NC[C@@H](O)C=1C=NC(=NC1)C1=C(C=C(C#N)C=C1)OC1=CC(=NC(=C1)C)N1CC(OCC1)(C)C 4-[5-[(1S)-2-amino-1-hydroxyethyl]pyrimidin-2-yl]-3-[2-(2,2-dimethylmorpholin-4-yl)-6-methylpyridin-4-yl]oxybenzonitrile